5-(2-Azidopropan-2-yl)-N-(2-(tert-butyl)pyrimidin-4-yl)-8-methoxy-2,7-naphthyridin-3-amine Indium bromide [Br-].[In+3].N(=[N+]=[N-])C(C)(C)C1=C2C=C(N=CC2=C(N=C1)OC)NC1=NC(=NC=C1)C(C)(C)C.[Br-].[Br-]